C(C)(C)(C)C1=C(C(C(=O)[O-])=CC(=C1)C(C)(C)C)O.[W+4].C(C)(C)(C)C1=C(C(C(=O)[O-])=CC(=C1)C(C)(C)C)O.C(C)(C)(C)C1=C(C(C(=O)[O-])=CC(=C1)C(C)(C)C)O.C(C)(C)(C)C1=C(C(C(=O)[O-])=CC(=C1)C(C)(C)C)O tungsten 3,5-di-t-butylsalicylate